5-[1-fluoro-3,6-dihydroxy-7-(3-methylbutoxy)naphthalen-2-yl]-1λ6,2,5-thiadiazolidine-1,1,3-trione FC1=C(C(=CC2=CC(=C(C=C12)OCCC(C)C)O)O)N1CC(NS1(=O)=O)=O